4-butyl-9-[(3-cyanophenyl)methyl]-2,3,4,9-tetrahydro-1H-carbazole-8-carboxylic acid C(CCC)C1CCCC=2N(C3=C(C=CC=C3C12)C(=O)O)CC1=CC(=CC=C1)C#N